Pentaerythritol Tris(3-(1-Aziridinyl) Propionate) N1(CC1)CCC(=O)OCC(COC(CCN1CC1)=O)(COC(CCN1CC1)=O)CO